3-(tert-butoxy)azetidine HCl Cl.C(C)(C)(C)OC1CNC1